2-fluoro-4-iodo-N-(4-((4-methoxybenzyl)(4-(piperidin-3-yl)butyl)amino)-6-methyl-1,3,5-triazin-2-yl)benzamide FC1=C(C(=O)NC2=NC(=NC(=N2)N(CCCCC2CNCCC2)CC2=CC=C(C=C2)OC)C)C=CC(=C1)I